N-(3-methoxyphenyl)-[2,4'-bithiazole]-2'-amine COC=1C=C(C=CC1)NC=1SC=C(N1)C=1SC=CN1